FC(OC1=CC(=C(C=C1)B1OC(C(O1)(C)C)(C)C)OCOC)F 2-[4-(difluoromethoxy)-2-(methoxymethoxy)phenyl]-4,4,5,5-tetramethyl-1,3,2-dioxaborolane